1-(2,4-dihydroxy-5-isopropylphenyl)ethanone OC1=C(C=C(C(=C1)O)C(C)C)C(C)=O